S1C(=NC2=C1C=CC=C2)C2=NN=C1N2CCN([C@@H]1C)C(=O)C1=CC=C(C=C1)F (R)-(3-(benzo[d]thiazol-2-yl)-8-methyl-5,6-dihydro-[1,2,4]triazolo[4,3-a]pyrazine-7(8H)-yl)(4-fluorophenyl)methanone